FC1(OC2=C(O1)C=CC(=C2)CN2C(CCC2=O)CC(=O)O)F 2-[1-[(2,2-difluoro-1,3-benzodioxol-5-yl)methyl]-5-oxopyrrolidin-2-yl]acetic acid